FC1=C(C=C(C=C1)F)N1C(NC(=CC1=O)C(F)(F)F)=O 3-(2,5-difluorophenyl)-6-(trifluoromethyl)pyrimidine-2,4(1H,3H)-dione